N-(2-{[4-(4-methylpiperazin-1-yl)phenyl]amino}-5-[2-(triisopropylsilyl)ethynyl]pyrido[2,3-d]pyrimidin-7-yl)-3-phenylpropanamide CN1CCN(CC1)C1=CC=C(C=C1)NC=1N=CC2=C(N1)N=C(C=C2C#C[Si](C(C)C)(C(C)C)C(C)C)NC(CCC2=CC=CC=C2)=O